N1N=CC2=CC(=CC=C12)C#CC1=NC(=NC=C1)C1=NC(=NC=C1)NC[C@H]1OCCC1 (S)-4-((1H-indazol-5-yl)ethynyl)-N-((tetrahydrofuran-2-yl)methyl)-[2,4'-bipyrimidin]-2'-amine